methyl (2S,4R)-4-tert-butyl-1-{N-[(trifluoromethyl) sulfonyl]-L-valyl}piperidine-2-carboxylate C(C)(C)(C)[C@H]1C[C@H](N(CC1)C([C@@H](NS(=O)(=O)C(F)(F)F)C(C)C)=O)C(=O)OC